O[C@H]1[C@H](N(CC1)C1=C(C#N)C(=CC(=N1)C)C(F)(F)F)C(=O)N1CCCC2=C(C=CC=C12)C 2-((2s,3r)-3-hydroxy-2-(5-methyl-1,2,3,4-tetrahydroquinoline-1-carbonyl)pyrrolidin-1-yl)-6-methyl-4-(trifluoromethyl)nicotinonitrile